CCCCCCCCCCCCC(CCCCCCCCC)[NH-] (Z)-13-docosylamide